(1R,3S)-3-(cyanoamino)-N-(5-phenyl-1,3-thiazol-2-yl)cyclopentane-1-carboxamide C(#N)N[C@@H]1C[C@@H](CC1)C(=O)NC=1SC(=CN1)C1=CC=CC=C1